5-(((2r,3s)-1-((7-ethyl-6-oxo-5,6-dihydro-1,5-naphthyridin-3-yl)methyl)-2-methylazetidin-3-yl)oxy)-N-(oxetan-3-yl)pyridineamide C(C)C=1C(NC=2C=C(C=NC2C1)CN1[C@@H]([C@H](C1)OC=1C=CC(=NC1)C(=O)NC1COC1)C)=O